[Na+].[Na+].C(=CC1=CC=CC=C1)C=1C(=C(C(=C(C1)C1=CC=CC=C1)S(=O)(=O)[O-])S(=O)(=O)[O-])C=CC1=CC=CC=C1 distyrylbiphenyl-disulfonic acid disodium salt